2,5-diaminoanilino-1,3,4-oxadiazole NC1=C(NC=2OC=NN2)C=C(C=C1)N